4-isopropoxy-2-methylphenyl-isobutanone C(C)(C)OC1=CC(=C(C=C1)C(C(C)C)=O)C